4-(5-(6-((3H-imidazo[4,5-b]pyridin-3-yl)methyl)-8-methoxy-2,3-dihydrobenzo[b][1,4]dioxin-2-yl)pyridin-2-yl)morpholine N1=CN(C2=NC=CC=C21)CC2=CC1=C(OC(CO1)C=1C=CC(=NC1)N1CCOCC1)C(=C2)OC